FC1=NC(=CC(=C1)N1C=NC2=C1C=CC(=C2)OC)F 1-(2,6-difluoropyridin-4-yl)-5-methoxy-1H-benzo[d]imidazole